ClCC1=NC2=C(N1C[C@H]1OCC1)C=CC(=C2)C2=NOC(=N2)C(F)(F)F (S)-3-(2-(chloromethyl)-1-(oxetan-2-ylmethyl)-1H-benzo[d]imidazol-5-yl)-5-(trifluoromethyl)-1,2,4-oxadiazole